Trans-(6-chloropyrimidin-4-yl)(4-(3,4-dihydroisoquinolin-2(1H)-yl)-3-hydroxypiperidin-1-yl) ketone ClC1=CC(=NC=N1)C(=O)N1C[C@H]([C@@H](CC1)N1CC2=CC=CC=C2CC1)O